NC1=C(C=C(C=N1)C1=CC=C(S1)C(=O)N1CC(NC(C1)C)C)OCC1=C(C(=CC=C1F)F)Cl {5-[6-amino-5-(2-chloro-3,6-difluoro-benzyloxy)-pyridin-3-yl]-thiophen-2-yl}-(3,5-dimethyl-piperazin-1-yl)-methanone